C1=CC=C2C(=C1)C=CC(=C2C3=C(C=CC4=CC=CC=C43)CBr)CBr (R)-2,2'-bis(bromomethyl)-1,1'-binaphthyl